C(C)(C)N1N=C(C=2C1=NC(=NC2)C(=O)O)C 1-isopropyl-3-methylpyrazolo[3,4-d]pyrimidine-6-carboxylic acid